Cl.[N] nitrogen HCl